CS(=O)[C@H](C(=O)O)CC (2S)-2-(methylsulfinyl)butanoic acid